C(C1=CC=CC=C1)NCCC1=CC=CC=C1 (R)-N-benzyl-phenethylamine